stibium-oxide [Sb]=O